C(C)C1=CC=CC2=C(C3=C(C=CC=C3C(=C12)OC(=O)C1C(C2C=CC1C2)C(=O)O)CC)OC(=O)C2C(C1C=CC2C1)C(=O)O 1,5-diethyl-9,10-bis[2-carboxy(3,6-methano-4-cyclohexenyl)]carbonyloxy-anthracene